C1(=CC=CC=C1)C=1NC2=C(N1)C=CC(=C2)S(=O)(=O)O 2-phenyl-5-benzimidazolsulfonic acid